C(C1=CC=CC=C1)C=1N=C2N(C(=NC=3C=C(C=CC23)F)N)C1 2-benzyl-8-fluoroimidazo[1,2-c]quinazolin-5-amine